(2S,5R)-7-oxo-2-(N-Sulfamoylcarbamimidoyl)-1,6-diazabicyclo[3.2.1]octan-6-yl hydrogen sulfate S(=O)(=O)(ON1[C@@H]2CC[C@H](N(C1=O)C2)C(NS(N)(=O)=O)=N)O